O1C=NC2=C1C(=CC=C2)N2C[C@@H](N(C[C@H]2C)C2=CC(N(C=1C=CC(=NC21)C#N)C)=O)C 8-((2s,5r)-4-(benzo[d]oxazol-7-yl)-2,5-dimethylpiperazin-1-yl)-5-methyl-6-oxo-5,6-dihydro-1,5-naphthyridine-2-carbonitrile